9-([6-[5-cyclopropyl-3-(trifluoromethyl)pyrazol-1-yl]pyridin-3-yl]methyl)-2-(3-fluoro-2-isopropylphenyl)-7H-purin-8-one C1(CC1)C1=CC(=NN1C1=CC=C(C=N1)CN1C2=NC(=NC=C2NC1=O)C1=C(C(=CC=C1)F)C(C)C)C(F)(F)F